ClC1=NC=C(C(=O)NOC)C(=C1)NC1=C(C=CC=C1)S(=O)(=O)N(C)C 6-chloro-4-((2-(N,N-dimethylaminosulfonyl)phenyl)amino)-N-methoxynicotinamide